O=C(CCC=1N=C(N(C1)C1=CC=CC=C1)NC(C1=CC(=CC=C1)C=1C=NNC1)=O)NN1CCCCC1 N-(4-(3-oxo-3-(piperidin-1-ylamino)propyl)-1-phenyl-1H-imidazol-2-yl)-3-(1H-pyrazol-4-yl)benzamide